5,5,6,6,7,7,8,8,8-Nonafluoro-2-methyleneoctanoic acid FC(CCC(C(=O)O)=C)(C(C(C(F)(F)F)(F)F)(F)F)F